3-(4,4,5,5-tetramethyl-1,3,2-dioxaborolan-2-yl)-6,7-dihydro-5H-pyrazolo[5,1-b][1,3]oxazine CC1(OB(OC1(C)C)C=1C=NN2C1OCCC2)C